ClC1=NC(=NC(=C1)Cl)NC1CCC(CC1)F 4,6-dichloro-N-(4-fluorocyclohexyl)pyrimidin-2-amine